N-phenyl-γ-aminopropyltripropoxysilane C1(=CC=CC=C1)NCCC[Si](OCCC)(OCCC)OCCC